C1(CCCCC1)OC1=CC=C(C=C1)S(=O)(=O)O 4-(cyclohexyloxy)benzenesulfonic acid